C(N)(OCC(NC1CCN(CC1)C1=C(C=C(C=C1)Cl)F)C(C)(C)C)=O (tert-butyl 2-((1-(4-chloro-2-fluorophenyl) piperidin-4-yl) amino) ethyl) carbamate